FC=1C(=NC=C(C=O)C1)C(F)(F)F 5-fluoro-6-(trifluoromethyl)nicotinaldehyde